6-(7-Ethyl-2-methyl-2H-indazol-5-yl)-2-(piperidin-4-yl)[1,3]thiazolo[4,5-c]pyridin-Hydrochlorid Cl.C(C)C1=CC(=CC2=CN(N=C12)C)C1=CC2=C(C=N1)N=C(S2)C2CCNCC2